methyl-4-(2-(5-pyrimidinyl)vinyl)-2,2'-bipyridine CC=1C(=NC=CC1C=CC=1C=NC=NC1)C1=NC=CC=C1